2-mercapto-3,6,7,10,11-pentabutoxybenzophenanthrene SC=1C=C2C=3C=C(C(=CC3C3=C(C2=CC1OCCCC)C=C(C(=C3)OCCCC)OCCCC)OCCCC)OCCCC